(2S,3S)-2-(4-methoxyphenyl)-3-methyl-5-oxo-3-phenyl-tetrahydrofuran-2-nitrile COC1=CC=C(C=C1)[C@@]1(OC(C[C@]1(C1=CC=CC=C1)C)=O)C#N